3-((S)-isoquinolin-4-yl)-6-((R)-1,1,1-trifluoropropan-2-yl)quinazoline-2,4(1H,3H)-dione C1=NC=C(C2=CC=CC=C12)N1C(NC2=CC=C(C=C2C1=O)[C@H](C(F)(F)F)C)=O